4-((1R,3s,5S,6r)-6-(1-isopropyl-3-(5-(trifluoromethyl)pyridin-3-yl)-1H-pyrazol-5-yl)bicyclo[3.1.0]hexane-3-yl)morpholine C(C)(C)N1N=C(C=C1C1[C@H]2CC(C[C@@H]12)N1CCOCC1)C=1C=NC=C(C1)C(F)(F)F